diethyl 2,3-ditetradecylsuccinate C(CCCCCCCCCCCCC)C(C(=O)OCC)C(C(=O)OCC)CCCCCCCCCCCCCC